Cl.FC=1C(=CC=2C3=C(NC(C2C1)=O)C(OCC3NC)O)F 8,9-difluoro-4-hydroxy-1-(methylamino)-1,2,4,5-tetrahydropyrano[3,4-c]isoquinolin-6-one hydrochloride salt